ClC1=C(C#N)C=CC(=C1)N1C(N(C(C1=O)(C)C)C1=CC=C(C=C1)N1CCC(CC1)CN1CCNCC1)=S 2-chloro-4-(4,4-dimethyl-5-oxo-3-(4-(4-(piperazin-1-ylmethyl)piperidin-1-yl)phenyl)-2-thioxoimidazolidin-1-yl)benzonitrile